C(C1=CC=CC=C1)N1C(CO[C@H](CC1)CO)=O (R)-4-benzyl-7-(hydroxymethyl)-1,4-oxazepan-3-one